N1=CC(=CC=C1)C1=CC(=NO1)C(=O)OCC ethyl 5-(pyridin-3-yl)isoxazole-3-carboxylate